BrC=1C=C(C(=NC1)F)NC(=O)C1=C(C=NN1)C N-(5-bromo-2-fluoropyridin-3-yl)-4-methyl-1H-pyrazole-5-carboxamide